C1CCNC(=O)[C@H](C1)N.Cl L-(-)-alpha-amino-epsilon-caprolactam hydrochloride